2-(2-(2-methoxyethoxy)ethoxy)-2,2'-bithiophene COCCOCCOC1(SC=CC1)C=1SC=CC1